C(C)(C)(C)[C@H]1CC[C@H](CC1)N1CCC(CC1)N1C(=C(C=2C1=NC=CC2)C=NO)CNC(OCC2=CC=CC=C2)=O benzyl ((1-(1-(cis-4-(tert-butyl) cyclohexyl)piperidin-4-yl)-3-((hydroxy-imino)methyl)-1H-pyrrolo[2,3-b]pyridin-2-yl)methyl)carbamate